3-(cyclohex-1-en-1-yl)-2-fluoropyridine C1(=CCCCC1)C=1C(=NC=CC1)F